6-bromo-1-cyclopropyl-2-methyl-1H-benzo[d]imidazole BrC=1C=CC2=C(N(C(=N2)C)C2CC2)C1